N-((4S,8R)-6-cyano-1-oxa-6-azaspiro[3.4]octan-8-yl)-5-(2-phenoxyphenyl)-1H-pyrazole-3-carboxamide C(#N)N1C[C@@]2(CCO2)[C@@H](C1)NC(=O)C1=NNC(=C1)C1=C(C=CC=C1)OC1=CC=CC=C1